(3R,5R)-5-((1H-1,2,4-triazol-1-yl)methyl)-5-(2,4-difluorophenyl)tetrahydrofuran N1(N=CN=C1)C[C@@]1(CCCO1)C1=C(C=C(C=C1)F)F